Methyl 3-[7-(methylamino)imidazo[1,2-a]pyridin-2-yl]benzoate CNC1=CC=2N(C=C1)C=C(N2)C=2C=C(C(=O)OC)C=CC2